ClC1=CC=C(COC2=NC=C(C(=C2)O)C=2NC=C(C2)C(F)(F)F)C=C1 2-((4-chlorobenzyl)oxy)-5-(4-(trifluoromethyl)-1H-pyrrol-2-yl)pyridin-4-ol